(1S)-2-[4,6-bis(trifluoromethyl)-1,3,5-triazin-2-yl]-6-chloro-1-{[(4R)-1,3-dioxan-4-yl]methyl}-2,3,4,9-tetrahydro-1H-pyrido[3,4-b]indole FC(C1=NC(=NC(=N1)C(F)(F)F)N1[C@H](C=2NC3=CC=C(C=C3C2CC1)Cl)C[C@H]1OCOCC1)(F)F